N-benzyl-1-isobutyl-7-(4-methylbenzyl)octahydro-6H-3,6-methanopyrrolo[3,2-c]pyridine-6-carboxamide C(C1=CC=CC=C1)NC(=O)C12C(C3C(CN1)C(CN3CC(C)C)C2)CC2=CC=C(C=C2)C